C(C)(C)(C)OC(=O)N1CCN(CC1)CCNC(=O)C1=CC=C(C=N1)C=1C=C2C(=CC=NC2=CC1)C(=O)O 6-(6-(2-(4-(tert-Butoxycarbonyl)piperazin-1-yl)ethylcarbamoyl)pyridin-3-yl)quinoline-4-carboxylic acid